4-acetyl-1-(4-methoxybenzyl)-5-methyl-1H-pyrazole-3-carboxylic acid ethyl ester C(C)OC(=O)C1=NN(C(=C1C(C)=O)C)CC1=CC=C(C=C1)OC